7-Fluoro-5-(1'-isopropyl-[1,4'-bipiperidin]-4-yl)-1-methyl-2-(4-(methylsulfonyl)phenyl)-1H-benzo[d]imidazol FC1=CC(=CC2=C1N(C(=N2)C2=CC=C(C=C2)S(=O)(=O)C)C)C2CCN(CC2)C2CCN(CC2)C(C)C